C(C)(C)(C)OC(NCC1=CC(=CC=C1)N1N=C(C=C1C(NC1=CC(=CC=C1)C(C1=CC=CC=C1)=O)=O)C(F)(F)F)=O 3-(5-(3-benzoylphenylcarbamoyl)-3-(trifluoromethyl)-1H-pyrazol-1-yl)phenylmethylcarbamic acid tert-butyl ester